O=C1NC(CCC1N1C(C2=CC=C(C=C2C1=O)CN1CCN(CC1)C=1C2=C(N=CN1)SC(=C2)C)=O)=O 2-(2,6-dioxopiperidin-3-yl)-5-((4-(6-methylthieno[2,3-d]pyrimidin-4-yl)piperazin-1-yl)methyl)isoindoline-1,3-dione